The molecule is the zwitterion formed from 5-aminolevulinic acid by transfer of a proton from the carboxy group to the amino group. It is the major species present at physiological pH. It is a tautomer of a 5-aminolevulinic acid. C(CC(=O)[O-])C(=O)C[NH3+]